C(=O)(O)C=1C(=CC(=C(C(=O)O)C1)NC(C1=CC=CC=C1)=O)NC(C1=CC=CC=C1)=O 5-carboxyl-2,4-di-benzamido-benzoic acid